ClC=1C=C(C=C(C1)F)CN1CC=2C(NN=CC2CC1)=O 6-[(3-Chloro-5-fluoro-phenyl)methyl]-3,5,7,8-tetrahydropyrido[3,4-d]pyridazin-4-one